BrC1=CC2=C(C=3N(CCC2NC2=CC(=C(C=C2)F)Cl)N=NC3C)C=C1 9-bromo-N-(3-chloro-4-fluorophenyl)-1-methyl-6,7-dihydro-5H-benzo[c][1,2,3]triazolo[1,5-a]azepin-7-amine